C(CCCCCCCCCCCCCCC)OC(O[Si](OCCCCCCN(CC#C)C)(C)C)CSSCCCCCCCCCCCC 10-(hexadecyloxy)-N,8,8-trimethyl-N-(prop-2-yn-1-yl)-7,9-dioxa-12,13-dithia-8-silapentacosan-1-amine